(4R)-2-(1,6-dimethylpyrazolo[3,4-b]pyridin-4-yl)-4-methyl-6-[(3R)-3-(methoxymethyl)piperazin-1-yl]-3,4-dihydro-1H-2,7-naphthyridine CN1N=CC=2C1=NC(=CC2N2CC1=CN=C(C=C1[C@H](C2)C)N2C[C@@H](NCC2)COC)C